O[C@@H](C(=S)O)CCC.C(C)(C)N[C@@H](CCSC)C(=O)O |&1:1| isopropyl-methionine (D,L-2-hydroxy-4-methylthiobutyrate)